C(C(C)C)OC(=O)N[C@H](C(=O)O)CCN(CCCCC1=NC=2NCCCC2C=C1)CCOC1=CC=CC=C1 (2S)-2-(isobutoxycarbonylamino)-4-[2-phenoxyethyl-[4-(5,6,7,8-tetrahydro-1,8-naphthyridin-2-yl)butyl]amino]butanoic acid